ClC=1C=C(C=NC(C(=O)O)C(C)C)C=C(C1)OC(C1=CC(=CC=C1)C)=O 2-(3-chloro-5-(3-meth-ylbenzoyloxy)benzylideneamino)-3-methyl-butanoic acid